europium (III) dihydrate O.O.[Eu+3]